(S)-6-(1-amino-1,3-dihydrospiro[indene-2,4'-piperidine]-1'-yl)-3-(1-(3-chloro-2-methoxypyridin-4-yl)cyclopropyl)-1,5-dihydro-4H-pyrazolo[3,4-d]pyrimidin-4-one N[C@@H]1C2=CC=CC=C2CC12CCN(CC2)C=2NC(C1=C(N2)NN=C1C1(CC1)C1=C(C(=NC=C1)OC)Cl)=O